2-((4-(6-((4-Chloro-2-fluorobenzyl)oxy)pyridin-2-yl)piperidin-1-yl)methyl)-4-(difluoromethoxy)-1-methyl-1H-benzo[d]imidazole-5-carboxylic acid ClC1=CC(=C(COC2=CC=CC(=N2)C2CCN(CC2)CC2=NC3=C(N2C)C=CC(=C3OC(F)F)C(=O)O)C=C1)F